C(C)(C)(C)NNC1(CCCC2=CC=CC=C12)C(=O)OC tert-butyl-2-(1-(methoxycarbonyl)-1,2,3,4-tetrahydronaphthalen-1-yl)hydrazine